N-tert-butyl-5-(methanesulfonamido)-2-[2-(4-nitrophenyl)thiazol-5-yl]benzenesulfonamide C(C)(C)(C)NS(=O)(=O)C1=C(C=CC(=C1)NS(=O)(=O)C)C1=CN=C(S1)C1=CC=C(C=C1)[N+](=O)[O-]